FC1(CN[C@H]2[C@@H]1N(OC2)CC(C(C(=O)OCC2=CC=CC=C2)(C)C)F)F |o1:4,5| benzyl 4-((3aS*,6aS*)-6,6-difluorohexahydro-1H-pyrrolo[3,2-c]isoxazol-1-yl)-3-fluoro-2,2-dimethylbutanoate